5-(3-Fluoro-2-methylphenyl)-7-(trifluoromethoxy)imidazo[1,2-a]quinoxalin-4(5H)-one FC=1C(=C(C=CC1)N1C(C=2N(C3=CC=C(C=C13)OC(F)(F)F)C=CN2)=O)C